(R)-1-((tert-butoxycarbonyl)amino)propan-2-yl 4-phenylbutanoate C1(=CC=CC=C1)CCCC(=O)O[C@@H](CNC(=O)OC(C)(C)C)C